6-(2,4-dihydroxy-3-methoxybenzylamino)-9-glucopyranosylpurine OC1=C(CNC2=C3N=CN(C3=NC=N2)C2[C@H](O)[C@@H](O)[C@H](O)[C@H](O2)CO)C=CC(=C1OC)O